2-chloro-6,8-dihydro-5H-1,7-naphthyridine-7-carboxylic acid tert-butyl ester C(C)(C)(C)OC(=O)N1CCC=2C=CC(=NC2C1)Cl